CN(C)CC1=NC2=C(C=CC=C2C=C1)N 2-((Dimethylamino)methyl)quinolin-8-amine